COC1=C(C(=CC=C1)OC)C1=CN=C(N1)C 5-(2,6-dimethoxyphenyl)-2-methyl-1H-imidazole